(S)-1-methyl-4-(1-(4-(4,4,5,5-tetramethyl-1,3,2-dioxaborolan-2-yl)pyridin-2-yl)ethyl)piperazine CN1CCN(CC1)[C@@H](C)C1=NC=CC(=C1)B1OC(C(O1)(C)C)(C)C